methyl 6-bromobenzofuran-4-carboxylate BrC=1C=C2C(C=CO2)=C(C1)C(=O)OC